(S)-4-((1-(tert-Butoxycarbonyl)piperidin-3-yl)amino)-2-(propylamino)pyrimidine-5-carboxylic acid ethyl ester C(C)OC(=O)C=1C(=NC(=NC1)NCCC)N[C@@H]1CN(CCC1)C(=O)OC(C)(C)C